N-[(1R)-2,2-Dicyclopropyl-1-{5-[4,4-difluoro-1-(2,2,2-trifluoroethylcarbamoyl)-cyclohexyl]-1H-imidazo[4,5-b]pyridin-2-yl}ethyl]-4-methyl-1,2,5-oxadiazole-3-carboxamide C1(CC1)C([C@H](C=1NC=2C(=NC(=CC2)C2(CCC(CC2)(F)F)C(NCC(F)(F)F)=O)N1)NC(=O)C1=NON=C1C)C1CC1